CCCCCCCC(CCCC(CCCCCCCC)O)O eicosane-8,12-diol